CN(N=NC1(CC=CC=C1)C(=O)O)C 4-(dimethylamino)azobenzene-4-carboxylic acid